N-decanoyl-L-glutamine C(CCCCCCCCC)(=O)N[C@@H](CCC(N)=O)C(=O)O